[Si](C)(C)(C(C)(C)C)O[C@H]1C[C@@H](N(C1)C(=O)OCC1=CC=CC=C1)C(C=[N+]=[N-])=O benzyl (2R,4S)-4-((tert-butyldimethylsilyl)oxy)-2-(2-diazoacetyl)pyrrolidine-1-carboxylate